FC=1C=C(C2=C(C(=C(O2)[C@H](C(F)(F)F)NC(NC=2C=NC(=NC2)C2CC(C2)O)=O)C)C1)F 3-[(1R)-1-(5,7-difluoro-3-methyl-1-benzofuran-2-yl)-2,2,2-trifluoroethyl]-1-{2-[(1R,3R)-3-hydroxycyclobutyl]pyrimidin-5-yl}urea